F[C@@H]1[C@H]2CC[C@@H](C[C@@H]1N(C1=CC=C(N=N1)C1=C(C=C3C=CC=NC3=C1)O)C)N2 7-(6-(((1R,2R,3S,5S)-2-fluoro-8-azabicyclo[3.2.1]octan-3-yl)(methyl)amino)pyridazin-3-yl)quinolin-6-ol